COC1=CC=C(C=C1)CN1C(N(CCC1=O)C1=CN=CC2=CC(=CC=C12)N1CCN(CC1)C(=O)OC(C)(C)C)=O tert-butyl 4-[4-[3-[(4-methoxyphenyl)methyl]-2,4-dioxo-hexahydropyrimidin-1-yl]-7-isoquinolyl]piperazine-1-carboxylate